FC1=C(C=C(C=C1C)N1N=C2C([C@@H](N(CC2)C(=O)OC(C)(C)C)C)=C1N1C(NC=C1)=C=O)C tert-butyl (4S)-2-(4-fluoro-3,5-dimethyl-phenyl)-4-methyl-3-(2-carbonyl-1H-imidazol-3-yl)-6,7-dihydro-4H-pyrazolo[4,3-c]pyridine-5-carboxylate